N1=C2C(=CC=C1)CNC2=O 5,6-dihydro-7H-pyrrolo[3,4-b]pyridin-7-one